4-nitrosobenzyl alcohol N(=O)C1=CC=C(CO)C=C1